C(C1=CC=CC=C1)OCCC(=O)N1CC(NC2=CC(=C(C=C12)F)F)=O 4-(3-(benzyloxy)propionyl)-6,7-difluoro-3,4-dihydroquinoxalin-2(1H)-one